3-(4-(4-(4-((4-(dimethylamino)-1-(phenylthio)butan-2-yl)amino)-3-nitrophenylsulfonamido)phenyl-piperazin-1-yl)phenyl)-1-ethyl-2-methyl-1H-pyrrole-3-carboxylic acid CN(CCC(CSC1=CC=CC=C1)NC1=C(C=C(C=C1)S(=O)(=O)NC1=CC=C(C=C1)C1N(CCNC1)C1=CC=C(C=C1)C1(C(N(C=C1)CC)C)C(=O)O)[N+](=O)[O-])C